Cl.C1(CC1)C1=NC2=C(C=CC=C2C(=N1)N[C@H](CN1CCNCC1)C)C 2-cyclopropyl-8-methyl-N-[(2S)-1-(piperazin-1-yl)propan-2-yl]quinazolin-4-amine hydrochloride